O=C1N(C(C2=CC=CC=C12)=O)CCCC(=O)O 4-(1,3-dioxoisoindol-2-yl)butyric acid